1-(2-(4-acetylphenyl)-3,3-difluoroallyl)hydrazine-1-carboxylic acid tert-butyl ester C(C)(C)(C)OC(=O)N(N)CC(=C(F)F)C1=CC=C(C=C1)C(C)=O